9-(2'-hexyldecanoyloxy)nonan-1-al C(CCCCC)C(C(=O)OCCCCCCCCC=O)CCCCCCCC